2-benzyl-2-(((2R,3S,4R,5R)-5-(2-chloro-6-(dimethylamino)-9H-purin-9-yl)-3-ethynyl-3,4-dihydroxytetrahydrofuran-2-yl)methoxy)malonic acid C(C1=CC=CC=C1)C(C(=O)O)(C(=O)O)OC[C@H]1O[C@H]([C@@H]([C@@]1(O)C#C)O)N1C2=NC(=NC(=C2N=C1)N(C)C)Cl